propaneEnamide C(C=C)(=O)N